2,2',2''-(10-((4-nitropyridin-2-yl)methyl)-1,4,7,10-tetraazacyclododecane-1,4,7-triyl)triacetic acid [N+](=O)([O-])C1=CC(=NC=C1)CN1CCN(CCN(CCN(CC1)CC(=O)O)CC(=O)O)CC(=O)O